(6-chloro-2-{[(2-chloro-4-fluorophenyl)methyl]amino}pyrimidin-4-yl)piperazine-1-carboxylic acid 2-methylpropan-2-yl ester CC(C)(C)OC(=O)N1C(CNCC1)C1=NC(=NC(=C1)Cl)NCC1=C(C=C(C=C1)F)Cl